C(C([2H])([2H])[2H])(N(C(=O)N[C@@H]1CN([C@@H]2CC=3C4=C(C2=C1)C=CC=C4NC3[2H])C([2H])([2H])[2H])C(C([2H])([2H])[2H])([2H])[2H])([2H])[2H] 1,1-bis(ethyl-d5)-3-((6aR,9S)-7-(methyl-d3)-4,6,6a,7,8,9-hexahydroindolo[4,3-fg]quinolin-9-yl-5-d)urea